C(C1=CC=CC=C1)C1=C(N=C(S1)NS(=O)(=O)C1=NC=C(C=C1C)/N=C/C1=C(C(=CC=C1)OC)O)C1=CC(=C(C=C1)F)F (E)-N-(5-benzyl-4-(3,4-difluorophenyl)thiazol-2-yl)-5-((2-hydroxy-3-methoxybenzylidene)amino)-3-methylpyridine-2-sulfonamide